5-methoxy-7-methyl-1H-indole 1-tert-butyl-formate C(C)(C)(C)C(=O)O.COC=1C=C2C=CNC2=C(C1)C